O=C1C(O)=C(O)[C@H](O1)[C@@H](O)CO.NCCNCCNCCN triethylenetetramine ascorbate